C(CCC)C(COC(CCCCCCC(=O)N(CCCN(C)C)C(CC(=O)OCC(CCCCCCCC)CCCCCC)CCCCCCCCC)=O)CCCCCC 2-Hexyldecyl 3-(8-((2-butyloctyl)oxy)-N-(3-(dimethylamino)propyl)-8-oxooctanamido)-dodecanoate